C1(CCCCC1)C(C(=O)NC1=CC=C(C=C1)OC)N1C(=NC2=C1C=CC=C2)C2=C(C=C(C=C2)OC)OC 2-cyclohexyl-2-[2-(2,4-dimethoxy-phenyl)-benzimidazol-1-yl]-N-(4-methoxy-phenyl)-acetamide